CC1(COS(OC1)=O)OC1=NN(C=C1)C(=O)OC(C)(C)C tert-butyl 3-((5-methyl-2-oxido-1,3,2-dioxathian-5-yl)oxy)-1H-pyrazole-1-carboxylate